methyl 2-amino-3-(2-bromo-4,6-difluorophenyl)-2-phenylpropionate NC(C(=O)OC)(CC1=C(C=C(C=C1F)F)Br)C1=CC=CC=C1